CC1(OB(OC1(C)C)C=CC1=CC=NC=C1)C 4-(2-(4,4,5,5-tetramethyl-1,3,2-dioxaborolan-2-yl)vinyl)pyridine